Bis(hydroxymethyl)pyrrolopyrazine OCC1=C(NC=2C(=N1)N=CC2)CO